C1(=CC=CC2=CC=CC=C12)C(C)C1=NC(=NO1)C1=CC=C(N)C=C1 4-(5-(1-(naphthalen-1-yl)ethyl)-1,2,4-oxadiazol-3-yl)aniline